CC=1C=CC=CC1CN1C(=NC=C1)C 3-methyl-4-((2-methyl-1H-imidazol-1-yl)methyl)benzene